C(CCCCCCCCCCCCC)NC(=O)OC=1C=C(C=CC1)C=1C=NC=C(C(=O)OCC)C1 ethyl 5-(3-((tetradecylcarbamoyl)oxy)phenyl)nicotinate